C1CC=CC=2C3=CC=CC=C3C=CC12 1H-phenanthrene